((1R,3S)-3-([1,2,4]triazolo[4,3-a]pyridin-3-yl)cyclohexyl)-4-(((S)-2-methyloxetan-2-yl)methoxy)-5-(trifluoromethyl)pyrimidin-2-amine N=1N=C(N2C1C=CC=C2)[C@@H]2C[C@@H](CCC2)C2=C(C(=NC(=N2)N)OC[C@]2(OCC2)C)C(F)(F)F